OC[C@@H]1CN([C@H]2[C@@H](O1)CCC2)C(=O)OC(C)(C)C |o1:2,5,6| tert-butyl rel-(2S,4aR,7aS)-2-(hydroxymethyl)-octahydrocyclopenta[b][1,4]oxazine-4-carboxylate